ClC1=CC=C2C(=CNC2=C1)S(=O)(=O)NC1=CC=2C(=NON2)C=C1F 6-chloro-N-(6-fluoro-2,1,3-benzooxadiazol-5-yl)-1H-indole-3-sulphonamide